C(#N)CCOCCC#N 3-(2-cyanoethoxy)propanenitrile